C(=O)(O)[C@H](O)[C@@H](O)C(=O)O.C(=O)(O)[C@H](O)[C@@H](O)C(=O)O.C(C(C)C)N1CCN(C2=CC=CC=C12)C(CCN1CCN(CC1)C)=O 1-(4-isobutyl-3,4-dihydroquinoxaline-1(2H)-yl)-3-(4-methylpiperazin-1-yl)propan-1-one diL-tartrate